Tert-Butyl 2-chloro-5-methoxy-1-methyl-1H-pyrrolo[2,3-b]pyridine-3-carboxylate ClC1=C(C=2C(=NC=C(C2)OC)N1C)C(=O)OC(C)(C)C